methyl 2-((4,5-difluoro-2-methyl-phenyl)amino)-5-(trifluoromethyl)-benzoate FC1=CC(=C(C=C1F)NC1=C(C(=O)OC)C=C(C=C1)C(F)(F)F)C